N-(2-hydroxyethyl)-2-[2-(6-methyl-2-pyridyl)-6-[[2-(4-piperazin-1-ylanilino)pyrimidin-4-yl]amino]pyrimidin-4-yl]acetamide OCCNC(CC1=NC(=NC(=C1)NC1=NC(=NC=C1)NC1=CC=C(C=C1)N1CCNCC1)C1=NC(=CC=C1)C)=O